CN1[C@@H]([C@H](N(C2=C(C=CC=C12)C)S(=O)(=O)C1=C(C=C(C=C1)C=1C=NN(C1)C)C)C)C (2R,3R)-1,2,3,5-tetramethyl-4-[2-methyl-4-(1-methylpyrazol-4-yl)phenyl]sulfonyl-2,3-dihydroquinoxaline